(1S)-4'-chloro-3-oxo-3'-(trifluoromethyl)spiro[cyclohexane-1,1'-indene]-4-carboxylic acid methyl ester COC(=O)C1C(C[C@]2(C=C(C3=C(C=CC=C23)Cl)C(F)(F)F)CC1)=O